CNC1(CCC1)CC(=O)OCC ethyl [1-(methylamino)cyclobutyl]acetate